C(C1CO1)OC1=C(C=CC2=CC=CC=C12)OCC1CO1 1,2-diglycidyl-oxynaphthalene